C1(=CC=CC=C1)N1C(OC(C1=O)CC1=CC=CC=C1)=O 3-phenyl-5-benzyl-oxazolidine-2,4-dione